3-({[(1R)-5-[methyl-(4-methylphenyl)amino]-1,3-dihydro-2-benzofuran-1-yl]methyl}amino)pyridine-4-carboxylic acid CN(C1=CC2=C([C@@H](OC2)CNC=2C=NC=CC2C(=O)O)C=C1)C1=CC=C(C=C1)C